2-(2,6-dioxopiperidin-3-yl)-5-(2-(2-(2-((4-(5-methyl-5H-pyrido[4,3-b]indol-7-yl)pyridin-2-yl)oxy)ethoxy)ethoxy)ethoxy)isoindoline-1,3-dione O=C1NC(CCC1N1C(C2=CC=C(C=C2C1=O)OCCOCCOCCOC1=NC=CC(=C1)C=1C=CC=2C3=C(N(C2C1)C)C=CN=C3)=O)=O